methyl (9-methyl-9H-fluorene-3-carbonyl)glycinate CC1C2=CC=CC=C2C=2C=C(C=CC12)C(=O)NCC(=O)OC